(S)-2-amino-1-((R)-3-(4-amino-(4-phenoxyphenyl)-1H-pyrazolo[3,4-d]pyrimidin-1-yl)piperidin-1-yl)-4-methylpentan-1-one N[C@H](C(=O)N1C[C@@H](CCC1)N1N=C(C=2C1=NC=NC2N)C2=CC=C(C=C2)OC2=CC=CC=C2)CC(C)C